2-(6,7-dihydro-5H-cyclopenta[b]pyridin-7-yl)acetaldehyde N1=C2C(=CC=C1)CCC2CC=O